C(#N)C=1C=NN2C1C(=NC(=C2)C=2C=NN(C2)C)C=2C=CC(=NC2)N2CCC(CC2)NC(OC(C)(C)C)=O tert-butyl (1-(5-(3-cyano-6-(1-methyl-1H-pyrazol-4-yl)pyrazolo[1,5-a]pyrazin-4-yl)pyridin-2-yl)piperidin-4-yl)carbamate